BrC1C(N(CCC1=O)C(=O)OC(C)(C)C)C tert-Butyl 3-bromo-2-methyl-4-oxopiperidine-1-carboxylate